FC1(CCN(CC1)C1=NC=CC(=N1)NC1=NC=NC2=CC(=CC(=C12)N1CCC(CCC1)(C)C)NS(=O)(=O)CCO)F N-(4-((2-(4,4-Difluoropiperidin-1-yl)pyrimidin-4-yl)amino)-5-(4,4-dimethylazepan-1-yl)quinazolin-7-yl)-2-hydroxyethane-1-sulfonamide